N-(3-methoxy-4-(1H-pyrrolo[2,3-b]pyridin-5-yl)phenyl)-2-morpholinoacetamide COC=1C=C(C=CC1C=1C=C2C(=NC1)NC=C2)NC(CN2CCOCC2)=O